4-((5-(3,5-difluorophenyl)-1-((4'-fluoro-[1,1'-biphenyl]-4-yl)methyl)-1H-indole-7-carboxamido)methyl)benzoic acid FC=1C=C(C=C(C1)F)C=1C=C2C=CN(C2=C(C1)C(=O)NCC1=CC=C(C(=O)O)C=C1)CC1=CC=C(C=C1)C1=CC=C(C=C1)F